NC1=C(SC2=NC(=CC=C21)C)C(=O)N[C@H]2COC1=CC(=CC=C1C2)N2[C@H]([C@H](NCC2)C)C 3-amino-N-((R)-7-((2S,3R)-2,3-dimethylpiperazin-1-yl)chroman-3-yl)-6-methylthieno[2,3-b]pyridine-2-carboxamide